Tert-butyl (3S)-3-methyl-4-{8-[(3-methyl-4-{[1,2,4]triazolo[1,5-a]pyridin-7-ylmethyl}phenyl)amino]pyrimido[5,4-d][1,3]diazin-2-yl}piperazine-1-carboxylate C[C@H]1CN(CCN1C=1N=CC2=C(N1)C(=NC=N2)NC2=CC(=C(C=C2)CC2=CC=1N(C=C2)N=CN1)C)C(=O)OC(C)(C)C